1-Aminoethylphosphinic acid NC(C)P(O)=O